[Cl-].C(C)[N+]1=C(SC2=C1C=CC=C2)\C=C\C=C\2/SC1=C(N2CC)C=CC=C1 3-Ethyl-2-[(1E)-3-[(2Z)-3-ethyl-2,3-dihydro-1,3-benzothiazol-2-ylidene]prop-1-en-1-yl]-1,3-benzothiazol-3-ium chloride